(R)-(3-aminopiperidin-1-yl)(2-(1-ethyl-5-phenyl-1H-pyrrol-2-yl)-3-methylimidazo[1,2-a]pyridin-7-yl)methanone N[C@H]1CN(CCC1)C(=O)C1=CC=2N(C=C1)C(=C(N2)C=2N(C(=CC2)C2=CC=CC=C2)CC)C